COC=1C=C(C=CC1OC)C=1NC2=CC=C(C=C2C1C(C)C)C1=CC=C(C=C1)N1CCC(CC1)C1=CC=NC=C1 2-(3,4-dimethoxyphenyl)-3-isopropyl-5-(4-(4-(pyridin-4-yl)piperidin-1-yl)phenyl)-1H-indole